CN(C(C=C)=O)CCCOC=1C=NC=CC1C1=C(C2=NC=CC=C2N1)C1=CC=CC=C1 N-methyl-N-(3-{[4-(3-phenyl-1H-pyrrolo[3,2-b]pyridin-2-yl)pyridin-3-yl]oxy}propyl)prop-2-enamide